C(C)OC(=O)C=1NC2=C(C(=CC=C2C1CCC(=O)OCC)F)Br 7-bromo-3-(3-ethoxy-3-oxopropyl)-6-fluoro-1H-indole-2-carboxylic acid ethyl ester